C1(CCCC1)NC1=NC(=NC=C1C(C)=O)SC 1-(4-(cyclopentylamino)-2-(methylthio)pyrimidin-5-yl)-1-ethanone